8-(4-((17-hydroxy-3,6,9,12,15-pentaoxaheptadecyl)(methyl)amino)phenyl)chromeno[7,8-d]imidazol-6(3H)-one OCCOCCOCCOCCOCCOCCN(C1=CC=C(C=C1)C=1OC2=C(C(C1)=O)C=CC=1NC=NC12)C